tert-butyl-4-(ethylamino)isoindoline C(C)(C)(C)C1NCC2=C(C=CC=C12)NCC